FC=1C=C(C=C(C1C)NC(=O)C1=CN=C2N1C=CC=C2)C2=NC(=NO2)C2CN(C2)C(=O)OC2CC2 cyclopropyl 3-(5-(3-fluoro-5-(imidazo[1,2-a]pyridine-3-carboxamido)-4-methylphenyl)-1,2,4-oxadiazol-3-yl)azetidine-1-carboxylate